C(C1=CC=CC=C1)=C1C=C(C(C(=C1)C(C)(C)C)=O)C(C)(C)C 4-benzylidene-2,6-di-tert-butyl-cyclohexa-2,5-dienone